2-chloro-6-trifluoromethyl-nicotinonitrile ClC1=C(C#N)C=CC(=N1)C(F)(F)F